ClC=1N=NC(=C(N1)N1CC2(C1)CCN(CC2)C(=O)OC(C)(C)C)OC2=C(C=C(C=C2)F)C(N(C(C)C)CC)=O tert-butyl 2-(3-chloro-6-(2-(ethyl (isopropyl) carbamoyl)-4-fluorophenoxy)-1,2,4-triazin-5-yl)-2,7-diazaspiro[3.5]nonane-7-carboxylate